C1(=CC=C(C=C1)SN1CCOCC1)C 4-(p-tolylthio)morpholine